Cl.NC(COCCC(=O)O)COCCC(=O)O 2-amino-1,3-bis(carboxyethoxy)propane HCl salt